N,N'-diphenyl-N,N'-di(3-tolyl)benzidine C1(=CC=CC=C1)N(C1=CC=C(C=C1)C1=CC=C(N(C=2C=C(C=CC2)C)C2=CC=CC=C2)C=C1)C=1C=C(C=CC1)C